C([C@@H](O)[C@H](O)C(=O)O)(=O)O.N1(CCCCC1)C1=C2NC(=NC2=NC(=N1)N)C piperidinyl-methyl-purineamine D-tartaric acid salt